2-Deoxy-2-[18F]Fluorosorbitol [18F][C@@H](CO)[C@@H](O)[C@H](O)[C@H](O)CO